N-(4-(2,4-dioxotetrahydropyrimidin-1(2H)-yl)phenyl)-7-oxo-7-(piperidin-1-yl)heptanamide cyclopentyl-N-isopropylcarbamate C1(CCCC1)OC(NC(C)C)=O.O=C1N(CCC(N1)=O)C1=CC=C(C=C1)NC(CCCCCC(N1CCCCC1)=O)=O